COC1=C(C=NC=C1)C1(CCC1)OCC(=O)N1CC2CCC(C1)N2C2=NC=C(C#N)C=C2 6-(3-(2-(1-(4-methoxypyridin-3-yl)cyclobutoxy)acetyl)-3,8-diazabicyclo[3.2.1]octan-8-yl)nicotinonitrile